β-(2-naphthyl)-L-alanine C1=C(C=CC2=CC=CC=C12)C[C@H](N)C(=O)O